8-ketopalmitic acid O=C(CCCCCCC(=O)O)CCCCCCCC